2-(azetidin-3-ylmethylsulfonyl)-N,N-dimethylethylamine N1CC(C1)CS(=O)(=O)CCN(C)C